CC1=C(C(=O)P(C2=CC=CC=C2)(C2=CC=CC=C2)=O)C(=CC(=C1)C)C (Dl)-2,4,6-trimethylbenzoyl-diphenylphosphine oxide